[C@H]1([C@@H](O)[C@@H](O)[C@H](O)[C@H](O1)CO)OCCNC([C@@H](N(CC(NCCO[C@@H]1[C@@H](O)[C@@H](O)[C@H](O)[C@H](O1)CO)=O)CC(=O)NCCO[C@@H]1[C@@H](O)[C@@H](O)[C@H](O)[C@H](O1)CO)CCCCN)=O N-{2-[(α-D-mannopyranosyl)oxy]ethyl}-N2,N2-bis[2-({2-[(α-D-mannopyranosyl)oxy]ethyl}amino)-2-oxoethyl]-L-lysinamide